C(C)N.C(C)N.C(C)N.C(C)N.[Hf] hafnium tetra(ethylamine)